2,6-DIFLUORO-3-METHYLBENZALDEHYDE FC1=C(C=O)C(=CC=C1C)F